(R)-4-(4-(4-hydroxypiperidin-1-yl)-1-(phenylthio)butan-2-ylamino)-3-(trifluoromethylsulfonyl)benzenesulfonamide OC1CCN(CC1)CC[C@H](CSC1=CC=CC=C1)NC1=C(C=C(C=C1)S(=O)(=O)N)S(=O)(=O)C(F)(F)F